S(SCCNC/C(/CC=1SC(=CC1)Cl)=N/O)CCNC/C(/CC=1SC(=CC1)Cl)=N/O (2E,2'E)-N,N'-(disulfanediylbis(ethane-2,1-diyl))bis(3-(5-chlorothien-2-yl)-2-(hydroxyimino)propylamine)